(3R,4R)-1-(1-((1R)-1-(3-Chlorophenyl)ethyl)-5,6-difluoro-1H-benzimidazol-2-yl)-4-fluoro-3-piperidinamin ClC=1C=C(C=CC1)[C@@H](C)N1C(=NC2=C1C=C(C(=C2)F)F)N2C[C@H]([C@@H](CC2)F)N